2-(2,2,6,6-Tetramethylpiperidin-4-yl)propan-1,3-diamine CC1(NC(CC(C1)C(CN)CN)(C)C)C